3-Methyloxetan-3-yl 4-(3-(2-(cyclobutylmethoxy)pyridin-3-yl)pyrazolo[1,5-a]pyrimidin-5-yl)piperazine-1-carboxylate C1(CCC1)COC1=NC=CC=C1C=1C=NN2C1N=C(C=C2)N2CCN(CC2)C(=O)OC2(COC2)C